N1CCC(CC1)OC=1N=CC2=CC=C(C=C2C1)C1=CN=C(S1)C#CC1CCOCC1 5-(3-(piperidin-4-yloxy)isoquinolin-6-yl)-2-((tetrahydro-2H-pyran-4-yl)ethynyl)thiazole